CN1[C@@H](CCC1)COC1=NC=2CC3(CCC2C(=N1)N1C[C@@H](NCC1)CC#N)CCCC1=CC=CC=C13 2-((2S)-4-(2'-(((S)-1-Methylpyrrolidin-2-yl)methoxy)-3,4,5',8'-tetrahydro-2H,6'H-spiro[naphthalene-1,7'-quinazolin]-4'-yl)piperazin-2-yl)acetonitrile